FC(C(C(C(C(C(C(F)(F)F)(F)F)(F)F)(F)F)(F)F)(F)F)(CCCCCCCCCCC)F pentadecafluorooctadecane